3,5-dimethoxy-N-(trifluoromethyl)anilineγ-Linolenic Acid COC=1C=C(N(CCCCC\C=C/C\C=C/C\C=C/CCCCC(=O)O)C(F)(F)F)C=C(C1)OC